[Cl-].C(CCC)OC1=NC(=NC(=N1)OCCCC)[N+]1(CCOCC1)C 4-(4,6-dibutoxy-1,3,5-triazin-2-yl)-4-Methylmorpholinium chloride